C(C)[C@]1(C(OCC=2C(N3CC=4N(C5=CC=CC=C5C(C4C3=CC21)=O)C(=O)N2CCOCC2)=O)=O)O (S)-4-ethyl-4-hydroxy-11-(morpholine-4-carbonyl)-1,12-dihydro-14H-pyrano[3',4':6,7]indolizino[2,1-b]quinoline-3,6,14(4H,11H)-trione